(S)-8-chloro-4-((5,6-difluoropyridin-3-yl)amino)-6-(((2-methylpyridin-3-yl)(1H-1,2,3-triazol-4-yl)methyl)amino)quinoline-3-carbonitrile ClC=1C=C(C=C2C(=C(C=NC12)C#N)NC=1C=NC(=C(C1)F)F)N[C@H](C=1N=NNC1)C=1C(=NC=CC1)C